(R)-N-(4-bromo-2-(4-ethyl-4,5-dihydrooxazol-2-yl)phenyl)-2-chloronicotinamide BrC1=CC(=C(C=C1)NC(C1=C(N=CC=C1)Cl)=O)C=1OC[C@H](N1)CC